7-(3-(difluoromethoxy)-8-ethynyl-7-fluoronaphthalen-1-yl)-8-fluoro-5-((S)-2-methylazetidin-1-yl)-2-(methylsulfinyl)pyrido[4,3-d]pyrimidine FC(OC=1C=C(C2=C(C(=CC=C2C1)F)C#C)C1=C(C=2N=C(N=CC2C(=N1)N1[C@H](CC1)C)S(=O)C)F)F